diethyl 1-(2,4-dichlorophenyl)-5-methyl-4H-pyrazole-3,5-dicarboxylate ClC1=C(C=CC(=C1)Cl)N1N=C(CC1(C(=O)OCC)C)C(=O)OCC